[C@H]12CN(C[C@H](CC1)N2)C2=NC(=NC1=C(C(=CC=C21)C=2C(=CC=C1C=NN(C21)C)C)F)OC[C@]21CCCN1C[C@@H](C2)F 4-((1R,5S)-3,8-diazabicyclo[3.2.1]octan-3-yl)-7-(1,6-dimethyl-1H-indazol-7-yl)-8-fluoro-2-(((2R,7aS)-2-fluorotetrahydro-1H-pyrrolizin-7a(5H)-yl)methoxy)quinazoline